2-(3-fluorophenyl)-N-{3-sulfamoyl-4-[5-(trifluoromethyl)pyridin-3-yl]phenyl}acetamide FC=1C=C(C=CC1)CC(=O)NC1=CC(=C(C=C1)C=1C=NC=C(C1)C(F)(F)F)S(N)(=O)=O